1-cyano-4-(methylhydrotelluro-methyl)benzene C(#N)C1=CC=C(C=C1)C([TeH])C